NC(C[C@H](C=1OC(=NN1)CCC1=CC=CC=C1)NC(OCCCCCC)=O)=O hexyl (R)-(3-amino-3-oxo-1-(5-phenethyl-1,3,4-oxadiazol-2-yl)propyl)carbamate